CC1(OB(OC(C1)C)C(=C)C(F)(F)F)C 4,4,6-trimethyl-2-(3,3,3-trifluoroprop-1-en-2-yl)-1,3,2-dioxaborinane